COC(=O)C1=CN=C(C=C1Cl)C(F)(F)F methyl 4-chloro-6-(trifluoromethyl) nicotinate